ClC1=C(CC2=C(C(=CC(=C2)C)C)O)C=CC=C1 2-(2-chlorobenzyl)-4,6-dimethylphenol